N,N-dimethyl-2-(methylthio)-6-(thiophen-2-yl)pyrimidin-4-amine CN(C1=NC(=NC(=C1)C=1SC=CC1)SC)C